BrC=1C=NN(C1C)CC1(CCCCC1)O 1-((4-bromo-5-methyl-1H-pyrazol-1-yl)methyl)cyclohexanol